BrC=1SC2=C3C(CCCOC13)=C(NC2=O)CNC(OC(C)(C)C)=O Tert-butyl ((1-bromo-3-oxo-4,6,7,8-tetrahydro-3H-9-oxa-2-thia-4-azabenzo[cd]azulen-5-yl)methyl)carbamate